The molecule is a steroidal acyl-CoA that results from the formal condensation of the thiol group of coenzyme A with the carboxy group of 17-hydroxy-3-oxopregn-4-en-20-carboxylic acid. It is a conjugate acid of a 17-hydroxy-3-oxopregn-4-en-20-carboxy-CoA(4-). C[C@H](C(=O)SCCNC(=O)CCNC(=O)[C@@H](C(C)(C)COP(=O)(O)OP(=O)(O)OC[C@@H]1[C@H]([C@H]([C@@H](O1)N2C=NC3=C(N=CN=C32)N)O)OP(=O)(O)O)O)C4(CC[C@@H]5[C@@]4(CC[C@H]6[C@H]5CCC7=CC(=O)CC[C@]67C)C)O